(R)-N-(1-(3,3-difluoro-2,3-dihydrobenzofuran-7-yl)ethyl)-6-iodo-2-methyl-8,9-dihydrofuro[2,3-h]quinazolin-4-amine FC1(COC2=C1C=CC=C2[C@@H](C)NC2=NC(=NC1=C3C(=C(C=C21)I)OCC3)C)F